2-benzyl-2-azaspiro[3.3]heptan-6-yl (2R,6R)-2,6-dimethyl-4-[6-(trifluoromethyl)pyrazin-2-yl]piperazine-1-carboxylate C[C@H]1N([C@@H](CN(C1)C1=NC(=CN=C1)C(F)(F)F)C)C(=O)OC1CC2(CN(C2)CC2=CC=CC=C2)C1